O1C(=NC=C1)N1CN=CC=C1 3-oxazol-2-yl-pyrimidine